4-((4-(2-(3,4-Dimethoxyphenyl)-3-isopropyl-1H-indol-5-yl)piperidin-1-yl)methyl)-N,N-dimethylaniline COC=1C=C(C=CC1OC)C=1NC2=CC=C(C=C2C1C(C)C)C1CCN(CC1)CC1=CC=C(N(C)C)C=C1